FC=1C=C2C(C(=CN3C2=C(C1F)OCC3)CN([C@@H]3CN(CCC3)C3=NC=CN=C3)CC3=CC(=NC=C3)C)=O (S)-9,10-difluoro-6-((((2-methyl-pyridin-4-yl)methyl)(1-(pyrazin-2-yl)piperidin-3-yl)amino)methyl)-2,3-dihydro-7H-[1,4]oxazino[2,3,4-ij]quinolin-7-one